3-(3-phenylpropyl)cyclopentane-1-carboxylic acid C1(=CC=CC=C1)CCCC1CC(CC1)C(=O)O